CC1([C@H](NCC1)C(=O)O)O β-methyl-β-hydroxyproline